(2S,4S,6S)-2'-chloro-2-methyl-6-(1-methylpyrazol-4-yl)-1-(2,2,2-trifluoroacetyl)spiro[piperidine-4,7'-thieno[2,3-c]pyran]-4'-one ClC1=CC2=C([C@]3(OCC2=O)C[C@@H](N([C@@H](C3)C=3C=NN(C3)C)C(C(F)(F)F)=O)C)S1